2-[3-[1-[6-(3-cyclopropyl-1,2,4-triazol-1-yl)-2-azaspiro[3.3]heptane-2-carbonyl]azetidin-3-yl]oxyphenyl]-2-methylpropanoic acid C1(CC1)C1=NN(C=N1)C1CC2(CN(C2)C(=O)N2CC(C2)OC=2C=C(C=CC2)C(C(=O)O)(C)C)C1